C1(CC1)C1CC(CCC1)NC(=O)NCC1=CC(=NC=C1)N1C=NC=C1 1-(3-cyclopropylcyclohexyl)-3-[(2-imidazol-1-ylpyridin-4-yl)methyl]urea